N-(3-chloro-4-(4-(methylglycyl)piperazine-1-carbonyl)phenyl)-5-(4-(cyanomethoxy)-2,3-difluorophenyl)-1-methyl-1H-imidazole-2-carboxamide formate C(=O)O.ClC=1C=C(C=CC1C(=O)N1CCN(CC1)C(CNC)=O)NC(=O)C=1N(C(=CN1)C1=C(C(=C(C=C1)OCC#N)F)F)C